C(C)OC(C)(CC)OCC 2,2-diethoxybutane